behenyl heptatriacontanoate C(CCCCCCCCCCCCCCCCCCCCCCCCCCCCCCCCCCCC)(=O)OCCCCCCCCCCCCCCCCCCCCCC